CN(C1=NC(=CC=C1[N+](=O)[O-])OC)CC1=CN=C(S1)C(C)C N-methyl-N-((2-isopropylthiazol-5-yl)methyl)-6-methoxy-3-nitropyridin-2-amine